benzyl (R)-3-((2-nitro-4-sulfamoylphenyl)amino)-4-(phenylthio)butanoate [N+](=O)([O-])C1=C(C=CC(=C1)S(N)(=O)=O)N[C@H](CC(=O)OCC1=CC=CC=C1)CSC1=CC=CC=C1